1-Benzyl-3-hydroxy-4-(1,4-dioxa-8-azaspiro[4.5]dec-8-ylmethyl)pyridin C(C1=CC=CC=C1)N1CC(=C(C=C1)CN1CCC2(OCCO2)CC1)O